BrC1=CC=2N(C=C1)C(=CN2)N2C(N(C(CC2)=O)CC2=CC=C(C=C2)OC)=O 1-(7-bromoimidazo[1,2-a]pyridin-3-yl)-3-[(4-methoxyphenyl)methyl]-hexahydropyrimidine-2,4-dione